3-Cyano-4-[[3-[2-[[[2-(4-piperidinyl)ethyl]amino]methyl]-4-pyridinyl]-3'-(trifluoromethyl)[1,1'-biphenyl]-4-yl]oxy]-N-1,2,4-thiadiazol-5-yl-benzenesulfonamide trihydrochloride Cl.Cl.Cl.C(#N)C=1C=C(C=CC1OC1=C(C=C(C=C1)C1=CC(=CC=C1)C(F)(F)F)C1=CC(=NC=C1)CNCCC1CCNCC1)S(=O)(=O)NC1=NC=NS1